ClC1=CC=C(CN2C3(CCN(C3)C(C(C)C)=O)C(N(CC2=O)C2=C(C=C(C#N)C=C2)F)=O)C=C1 4-(6-(4-chlorobenzyl)-2-isobutyryl-7,10-dioxo-2,6,9-triazaspiro[4.5]decan-9-yl)-3-fluorobenzonitrile